C1(CC1)C=1C2=C(N=C(N1)NC1=CC=C(C=3OCCOC31)C(=O)N3CCC(CC3)N3CCOCC3)NC=C2C#N 4-cyclopropyl-2-((8-(4-morpholinopiperidine-1-carbonyl)-2,3-di-hydrobenzo[b][1,4]dioxin-5-yl)amino)-7H-pyrrolo[2,3-d]pyrimidine-5-carbonitrile